(R)-2-([1,1'-biphenyl]-4-ylmethyl)-2-(((2r,3r,4s,5r)-5-(6-amino-2-chloro-9H-purin-9-yl)-4-fluoro-3-hydroxytetrahydrofuran-2-yl)methoxy)-3-ethoxy-3-oxopropanoic acid C1(=CC=C(C=C1)C[C@@](C(=O)O)(C(=O)OCC)OC[C@H]1O[C@H]([C@H]([C@@H]1O)F)N1C2=NC(=NC(=C2N=C1)N)Cl)C1=CC=CC=C1